5-(2,5-dioxotetrahydrofuranyl)-3-methyl-3-cyclohexene-1,2-dicarboxylic acid O=C1OC(CC1C1C=C(C(C(C1)C(=O)O)C(=O)O)C)=O